C(C)OC(=O)C(C)[Si](OC)(OC)OC α-(ethoxycarbonyl)ethyltrimethoxysilane